tert-butyl (S)-6-methoxy-3-(2-((methylsulfonyl) oxy) propyl)-1H-indole-1-carboxylate COC1=CC=C2C(=CN(C2=C1)C(=O)OC(C)(C)C)C[C@H](C)OS(=O)(=O)C